magnesium bromide salt [Br-].[Mg+2].[Br-]